2,3-dimethylpyrrolidine hydrochloride Cl.CC1NCCC1C